CC1=CC=2C(C3=CC=C(C=C3OC2C(=C1)C(C)NC1=C(C(=O)O)C=CC=C1)C=1C=NN(C1)C)=O 2-((1-(2-Methyl-6-(1-methyl-1H-pyrazol-4-yl)-9-oxo-9H-xanthen-4-yl)ethyl)amino)benzoic acid